C(C)(C)C1=C(C=C(C=C1O)\C=C\C1=CC=NC=C1)O (E)-2-isopropyl-5-[2-(pyridin-4-yl)vinyl]benzene-1,3-diol